F[C@]1([C@@H](O[C@@H]([C@H]1O)CO)N1C(NC(C=C1)=O)=O)C 1-[(2R,3R,4R,5R)-3-fluoro-4-hydroxy-5-hydroxymethyl-3-methyltetrahydrofuran-2-yl]pyrimidine-2,4(1H,3H)-dione